C[C@]12CC[C@@H]([C@]([C@@H]1CC[C@@]3([C@@H]2CC=C4[C@]3(CC[C@@]5([C@H]4CC(CC5=O)(C)C)C)C)C)(C)CO)O[C@H]6[C@@H]([C@H]([C@@H]([C@H](O6)C(=O)[O-])O)O)O The molecule is a monocarboxylic acid anion that results from the removal of a proton from the carboxy group of soyasapogenol E 3-O-beta-glucuronide. It is a carbohydrate acid derivative anion and a monocarboxylic acid anion. It is a conjugate base of a soyasapogenol E 3-O-beta-glucuronide.